3,6-dichloroimidazo[1,2-a]pyridine-8-sulfonic acid ClC1=CN=C2N1C=C(C=C2S(=O)(=O)O)Cl